C(C)(C)(C)C=1C(=CC=C(C1)OC(CC)=O)O 5-tert-butyl-4-hydroxyphenylpropionate